2-(1-methanesulfonylcyclopropyl)thiazole-5-carboxylic acid CS(=O)(=O)C1(CC1)C=1SC(=CN1)C(=O)O